C(C1=CC=CC=C1)NC(C(C(=O)N[C@@H](CC1=CC=C(C=C1)C)OB(O)O)C)=O ((1R)-1-(3-(benzylamino)-2-methyl-3-oxopropionamido)-2-(p-tolyl)ethyl)boric acid